C(#C)C1=CC=C(C=C1)CCCCCC(O)(C1CCCCC1)C1CCCCC1 4-ethynylphenylpentyl-dicyclohexyl-methanol